ClC1=CC2=C(C=C3N2C(=NN(C3=O)CC(=O)NC32CC4(C[C@@H](CC(C3)C4)C2)O)C(C)C)S1 2-(2-chloro-5-isopropyl-8-oxothieno[2',3':4,5]pyrrolo[1,2-d][1,2,4]triazin-7(8H)-yl)-N-((1s,3r,5s)-3-hydroxyadamantan-1-yl)acetamide